C(#N)C1=CC(=C(OC=2C3=C(N=C(N2)NC2=CC=C(C=C2)C#N)CCN(C3)C(C(CCSC)NC(OC(C)(C)C)=O)=O)C(=C1)C)C tert-butyl (1-(4-(4-cyano-2,6-dimethylphenoxy)-2-((4-cyanophenyl)amino)-7,8-dihydropyrido[4,3-d]pyrimidine-6(5H)-yl)-4-(methylthio)-1-oxobutane-2-yl)carbamate